N-((1R,3R,5S)-8-(((1R,3S,5S)-3-amino-8-azabicyclo[3.2.1]octan-8-yl)sulfonyl)-8-azabicyclo[3.2.1]octan-3-yl)-5-(oxetan-3-yl)isoxazole NC1C[C@H]2CC[C@@H](C1)N2S(=O)(=O)N2[C@H]1CC(C[C@@H]2CC1)N1OC(=CC1)C1COC1